1-(3-chloro-4-fluorophenyl)-11-methyl-1,3,4,5,6,7,8,11-octahydro-14,16-etheno-13,10-(metheno)pyrido[4,3-m][1,2,5,9,12]pentaazacycloheptadecin-9(2H)-one ClC=1C=C(C=CC1F)N1CCNCCCNC(C=2N(N=C(C3=CC4=C1C=CN=C4C=C3)C2)C)=O